4-(7-(2-cyclopropyl-5-ethoxy-4-methylbenzyl)-2,7-diazaspiro[3.5]non-2-yl)-2-fluorobenzoic acid C1(CC1)C1=C(CN2CCC3(CN(C3)C3=CC(=C(C(=O)O)C=C3)F)CC2)C=C(C(=C1)C)OCC